6-(4-(Aminomethyl)piperidin-1-yl)-N-((1r,4r)-4-(3-chloro-4-cyanophenoxy)-cyclohexyl)pyridazine-3-carboxamide NCC1CCN(CC1)C1=CC=C(N=N1)C(=O)NC1CCC(CC1)OC1=CC(=C(C=C1)C#N)Cl